N(C1=CC=CC=C1)C(CCCCCC(CCCCCCC)NC1=CC=CC=C1)C(CCCCCC)F 1,7-bis(anilino)tetradecylfluoroheptane